C(#C)C=1C=NN(C1)C(C)N(C)C (4-ethynyl-1H-pyrazol-1-yl)-N,N-dimethylethan-1-amine